FC1(CN(CCC1C1=CC2=C(N(C(N2C)=O)COCC[Si](C)(C)C)C=C1F)C(=O)OC(C)(C)C)F Tert-butyl 3,3-difluoro-4-(6-fluoro-3-methyl-2-oxo-1-((2-(trimethylsilyl)ethoxy)methyl)-2,3-dihydro-1H-benzo[d]imidazol-5-yl)piperidine-1-carboxylate